The molecule is a phenolate anion obtained from 2,4-dinitrophenol. It is the major microspecies at pH 7.3 (according to Marvin v 6.2.0.). It has a role as a bacterial xenobiotic metabolite. It is a conjugate base of a 2,4-dinitrophenol. C1=CC(=C(C=C1[N+](=O)[O-])[N+](=O)[O-])[O-]